4-(1-fluoro-1-((3-fluorophenyl)sulfonyl)ethyl)piperidine tert-butyl-N-[1-(6-nitro-3-pyridyl)pyrrolidin-3-yl]carbamate C(C)(C)(C)OC(NC1CN(CC1)C=1C=NC(=CC1)[N+](=O)[O-])=O.FC(C)(S(=O)(=O)C1=CC(=CC=C1)F)C1CCNCC1